(R)-2-((4-(2-(4-Cyano-2-fluorophenyl)-2,3-dihydrobenzo[b][1,4]dioxin-5-yl)piperidin-1-yl)methyl)-4-ethoxy-1-methyl-1H-benzo[d]imidazole C(#N)C1=CC(=C(C=C1)[C@@H]1COC2=C(O1)C=CC=C2C2CCN(CC2)CC2=NC1=C(N2C)C=CC=C1OCC)F